(R)-2-chloro-6-(3-(2-ethoxyphenoxy)piperidin-1-yl)pyrazine ClC1=NC(=CN=C1)N1C[C@@H](CCC1)OC1=C(C=CC=C1)OCC